6-Amino-2-fluoro-N-methyl-N-(2-morpholinoethyl)-3-(4,4,5,5-tetramethyl-1,3,2-dioxaborolan-2-yl)benzamide NC1=CC=C(C(=C1C(=O)N(CCN1CCOCC1)C)F)B1OC(C(O1)(C)C)(C)C